COC[C@@H](C)OC1=CC=C(C[C@H]2N(CCCCC2)C2=CC(=CC(N2)=O)N2CCOCC2)C=C1 6-((S)-2-(4-(((R)-1-methoxypropan-2-yl)oxy)benzyl)azepan-1-yl)-4-morpholinopyridin-2(1H)-one